2-ethylhexyl 3-((7-(4,4-difluoro-6-azaspiro[2.5]octan-6-yl)-5-isopropyl-5H-pyrrolo[3,2-d]pyrimidin-2-yl)thio)propionate FC1(C2(CC2)CCN(C1)C1=CN(C2=C1N=C(N=C2)SCCC(=O)OCC(CCCC)CC)C(C)C)F